CC1=C(C(=CC(=C1)N1CC2=CC=C(C=C2CC1)C(F)(F)F)C)NC(CC(C)(C)C)=O N-[2,6-dimethyl-4-(6-trifluoromethyl-3,4-dihydro-1H-isoquinolin-2-yl)-phenyl]-3,3-dimethylbutanamide